((2R,3S,4R,5R)-5-(2-amino-6-chloro-9H-purin-9-yl)-3-(benzoyloxy)-4-methyltetrahydrofuran-2,4-diyl)bis(methylene)dibenzoate NC1=NC(=C2N=CN(C2=N1)[C@H]1[C@]([C@@H]([C@H](O1)CC1=C(C(=O)[O-])C=CC=C1)OC(C1=CC=CC=C1)=O)(C)CC1=C(C(=O)[O-])C=CC=C1)Cl